C(C1=CC=CC=C1)N1[C@@H](C[C@@H](C1)OC=1C=C(C=C(C1)C1=CC=C(C=C1)F)C1=CC=C(C=C1)F)CN1C(C2=CC=CC=C2C1=O)=O 2-(((2S,4S)-1-benzyl-4-((4,4''-difluoro-[1,1':3',1''-terphenyl]-5'-yl)oxy)pyrrolidin-2-yl)methyl)isoindoline-1,3-dione